tert-butyl N-[(1S,3R)-3-[[3-[N'-(2-chloro-5-fluoro-phenyl)carbamimidoyl]-6-[2-(hydroxymethyl)phenyl]pyrrolo[1,2-b]pyridazin-4-yl]amino]cyclopentyl]carbamate ClC1=C(C=C(C=C1)F)N=C(N)C1=C(C=2N(N=C1)C=C(C2)C2=C(C=CC=C2)CO)N[C@H]2C[C@H](CC2)NC(OC(C)(C)C)=O